S1CNC2=C1N=CN2 imidazothiazolidine